MONO(2-ETHYLHEXYL) PHOSPHATE P(=O)(OCC(CCCC)CC)([O-])[O-]